Cl.FC1(CC(CCC1)N)F 3,3-difluorocyclohexanamine hydrochloride salt